CC(C)C=1C=NN2C1N=C(N=C2NCC2=CC=C(C=C2)C2=NC=CC=C2)S(=O)C 8-(1-Methylethyl)-2-(methylsulfinyl)-N-[[4-(2-pyridinyl)phenyl]methyl]pyrazolo[1,5-a]-1,3,5-triazin-4-amine